(S)-5-((2-ethyl-3,4-dihydroquinolin-1(2H)-yl)sulfonyl)-2-((tetrahydro-2H-pyran-4-yl)methoxy)benzoic acid methyl ester COC(C1=C(C=CC(=C1)S(=O)(=O)N1[C@H](CCC2=CC=CC=C12)CC)OCC1CCOCC1)=O